C(C)(C)(C)OC1=CC(=CC(=N1)C1=CC(=NC=C1C)N)C=1C(=NC=CC1)C(F)(F)F 6'-(tert-butoxy)-5''-methyl-2-(trifluoromethyl)-[3,4':2',4''-terpyridin]-2''-amine